C(C)(C)(C)OC(=O)N1CCC2(CC(CO2)O)CC1 N-tert-Butoxycarbonyl-1-oxa-8-azaspiro[4.5]decan-3-ol